CC(C)[Si](C(C)C)(C(C)C)C#CC=1C=CC=C2C=C(C=C(C12)O)O 8-{[tri(propan-2-yl)silyl]ethynyl}naphthalene-1,3-diol